Cl.F[C@@]1(COCCC1)CN [(3R)-3-fluorotetrahydropyran-3-yl]methanamine hydrochloride